C(CCCCCCCCCCCCCCCCC(C)C)N=C=O isoeicosyl isocyanate